NC1=C(C(NC2=CC(=CC=C12)C12CC(C1)C2)=O)C(=O)OCC ethyl 4-amino-7-(bicyclo[1.1.1]pentan-1-yl)-2-oxo-1,2-dihydroquinoline-3-carboxylate